[Pd].[Pd].C(C1=CC=CC=C1)=CC(C)=O.C(C1=CC=CC=C1)=CC(C)=O.C(C1=CC=CC=C1)=CC(C)=O tris(benzalacetone) dipalladium